ClC=1C=CC=2N(N1)C=C(N2)C(=O)[O-] 6-chloroimidazo[1,2-b]Pyridazine-2-carboxylate